3-(cyano(cyclopentyl)methyl)-1-ethyl-1-((R)-1-(3-(8-methoxyimidazo[1,2-a]pyrazin-6-yl)phenyl)ethyl)urea C(#N)C(NC(N([C@H](C)C1=CC(=CC=C1)C=1N=C(C=2N(C1)C=CN2)OC)CC)=O)C2CCCC2